6-bromo-2-chloro-N-(1-(3,4,5-trimethoxyphenyl)-1H-imidazol-4-yl)thieno[2,3-d]pyrimidin-4-amine BrC1=CC2=C(N=C(N=C2NC=2N=CN(C2)C2=CC(=C(C(=C2)OC)OC)OC)Cl)S1